ClC1=CC=C(OC2=CC(=C(C=C2)C(CN2N=CN=C2)(C)O)C(F)(F)F)C=C1 2-[4-(4-chlorophenoxy)-2-(trifluoromethyl)phenyl]-1-(1H-1,2,4-triazole-1-yl)propan-2-ol